2,5,6,7-tetrahydro-1,3-oxaazepine O1CN=CCCC1